N'-hydroxy-2-methyl-5-nitro-pyrazole-3-carboxamidine ON=C(N)C=1N(N=C(C1)[N+](=O)[O-])C